2-methyl-N-(1-(2-(1-(2-(methylsulfonyl)ethyl)-1H-pyrazol-4-yl)quinolin-4-yl)cyclopropyl)-4-((thiazol-4-ylmethoxy)methyl)benzamide CC1=C(C(=O)NC2(CC2)C2=CC(=NC3=CC=CC=C23)C=2C=NN(C2)CCS(=O)(=O)C)C=CC(=C1)COCC=1N=CSC1